(4R,5R)-1,3-dioxolane-4,5-dicarboxylic acid methyl ester COC(=O)[C@@H]1OCO[C@H]1C(=O)O